4-(5-chlorofuran-2-yl)-1,3-bis(2,4-difluorophenyl)-5-methyl-N-(((R)-4-methylmorpholin-2-yl)methyl)-4,5-dihydro-1H-pyrazole-5-carboxamide ClC1=CC=C(O1)C1C(=NN(C1(C(=O)NC[C@@H]1CN(CCO1)C)C)C1=C(C=C(C=C1)F)F)C1=C(C=C(C=C1)F)F